tert-butyl 4-[[1-[2-(2,6-dioxo-3-piperidyl)-1,3-dioxo-isoindolin-4-yl]-4-piperidyl]methyl]piperidine-1-carboxylate O=C1NC(CCC1N1C(C2=CC=CC(=C2C1=O)N1CCC(CC1)CC1CCN(CC1)C(=O)OC(C)(C)C)=O)=O